Methyl (2S,4R)-1-((S)-2-((tert-butoxycarbonyl)amino)non-8-enoyl)-4-((7-methoxy-3-methylquinoxalin-2-yl)oxy)pyrrolidine-2-carboxylate C(C)(C)(C)OC(=O)N[C@H](C(=O)N1[C@@H](C[C@H](C1)OC1=NC2=CC(=CC=C2N=C1C)OC)C(=O)OC)CCCCCC=C